ClC=1C=C(C(=C(C1)NC1=NC=CC=N1)C)N 5-chloro-2-methyl-N1-(pyrimidin-2-yl)benzene-1,3-diamine